ethyl 4-methoxy-2-(methylsulfinyl)pyrimidine-5-carboxylate COC1=NC(=NC=C1C(=O)OCC)S(=O)C